C1(=CC=CC=C1)S(=O)(=O)NC1=C(N=C(S1)CC)C(=O)O 5-benzenesulfonylamino-2-ethyl-1,3-thiazole-4-carboxylic acid